2-(tert-butyl)-N-(2-((tert-butyldimethylsilyl)oxy)-1-(4-(4,4,5,5-tetramethyl-1,3,2-dioxaborolan-2-yl)phenyl)ethyl)thiazole-5-carboxamide C(C)(C)(C)C=1SC(=CN1)C(=O)NC(CO[Si](C)(C)C(C)(C)C)C1=CC=C(C=C1)B1OC(C(O1)(C)C)(C)C